C(C1=CC=CC=C1)OC=1C=C2CCC(=C(C2=CC1)C1=C(C=C(C=C1)N1CCC(CC1)C(OC)OC)C)C1=CCCCC1 1-(4-(6-(benzyloxy)-2-(cyclohex-1-en-1-yl)-3,4-dihydronaphthalen-1-yl)-3-methylphenyl)-4-(dimethoxymethyl)piperidine